(4-(((2-amino-9H-purin-6-yl)oxy)methyl)benzyl)-1-azido-3,6,9,12,15,18-hexaoxahenicosan-21-amide NC1=NC(=C2N=CNC2=N1)OCC1=CC=C(CC(COCCOCCOCCOCCOCCOCCC(=O)N)N=[N+]=[N-])C=C1